((1R,5S,6s)-6-hydroxy-3-azabicyclo[3.1.0]hexan-3-yl)(2-methyl-8-(trifluoromethyl)imidazo[1,2-a]pyridin-6-yl)methanone OC1[C@@H]2CN(C[C@H]12)C(=O)C=1C=C(C=2N(C1)C=C(N2)C)C(F)(F)F